N-(cyclopropylsulfonyl)-6-(methoxy-d3)-5-nitro-pyridine-2-carboxamide C1(CC1)S(=O)(=O)NC(=O)C1=NC(=C(C=C1)[N+](=O)[O-])OC([2H])([2H])[2H]